COC(=O)C1OC(OC1)COC1=CC=C(C=C1)[N+](=O)[O-] methyl-2-(4-nitrophenoxymethyl)-dioxolane-4-carboxylate